BrCC1=CC(=NC(=C1)C)N(C(OC(C)(C)C)=O)CC1=CC=C(C=C1)OC tert-butyl (4-(bromomethyl)-6-methylpyridin-2-yl)(4-methoxybenzyl)carbamate